OC(C(=O)C(CCC)(N)N)O dihydroxyacetyl-butanediamine